3-[5-(4-piperidyl)-3,4-dihydro-2H-quinolin-1-yl]piperidine-2,6-dione N1CCC(CC1)C1=C2CCCN(C2=CC=C1)C1C(NC(CC1)=O)=O